tridecyloxybis(oxyethylene) phosphate P(=O)(O)(O)O.C(CCCCCCCCCCCC)C(=C)OOOC=C